(1-(but-3-ene-1-yl)-1H-indol-3-yl)(thiophen-2-yl)methanone C(CC=C)N1C=C(C2=CC=CC=C12)C(=O)C=1SC=CC1